COC1=CC=C(C=C1)CN1C2C3=CC=4OCOC4C=C3C1C(CC2)=O 15-[(4-Methoxyphenyl)methyl]-5,7-dioxa-15-azatetracyclo[9.3.1.02,10.04,8]pentadec-2,4(8),9-trien-12-one